((2-(3'-(5-((2-azaspiro[3.3]heptan-2-yl)methyl)-6-(difluoromethoxy)benzo[d]oxazol-2-yl)-2,2'-dimethyl-[1,1'-biphenyl]-3-yl)-6-(difluoromethoxy)benzo[d]oxazol-5-yl)methyl)-L-proline C1N(CC12CCC2)CC=2C(=CC1=C(N=C(O1)C=1C(=C(C=CC1)C1=C(C(=CC=C1)C=1OC3=C(N1)C=C(C(=C3)OC(F)F)CN3[C@@H](CCC3)C(=O)O)C)C)C2)OC(F)F